CN(CCOC=1N=C(C(=NC1C1=CC=CC=2N(C=NC21)C)C(=O)O)NC2=CC=C(C=C2)N2CCOCC2)C 5-[2-(dimethylamino)ethoxy]-6-(1-methylbenzimidazol-4-yl)-3-(4-morpholinoanilino)pyrazine-2-carboxylic acid